2,4,6-trichloro-5-pyrimidine-carbaldehyde ClC1=NC(=C(C(=N1)Cl)C=O)Cl